iron 1-nitroso-2-naphthol N(=O)C1=C(C=CC2=CC=CC=C12)O.[Fe]